4-((2,6-difluorobenzyl)amino)-2-((1-(2-hydroxy-2-methylpropyl)-1H-pyrazol-4-yl)amino)pyrimidin-5-carboxamide FC1=C(CNC2=NC(=NC=C2C(=O)N)NC=2C=NN(C2)CC(C)(C)O)C(=CC=C1)F